ClC1=NC(=NC(=C1)OC1=CC=C(C=C1)N1CCNCC1)NS(=O)(=O)C=1C=NN(C1)C N-[4-chloro-6-(4-piperazin-1-ylphenoxy)pyrimidin-2-yl]-1-methyl-pyrazole-4-sulfonamide